1,2,3,5-tetrahydro-1,4-benzodiazepine-4-carboxamide N1CCN(CC2=C1C=CC=C2)C(=O)N